5-(2-(Isopentylamino)pyridin-4-yl)-1H-indazol-3-amine C(CC(C)C)NC1=NC=CC(=C1)C=1C=C2C(=NNC2=CC1)N